CSC1=NC=C(C(=N1)N)C(C)=O 2-methylthio-4-amino-5-acetyl-pyrimidine